C(C(=C)C)(=O)OCCC(C(C)(C)Br)=O 2-(bromoisobutyryl)ethyl methacrylate